N1N=CC=2C1=CN=C(C2)C#CC2=C(C=CC=1C(=NOC12)NC1=CC(=CC(=C1)C(F)(F)F)CN1CCN(CC1)C)C 7-((1H-pyrazolo[3,4-c]pyridin-5-yl)ethynyl)-6-methyl-N-(3-((4-methylpiperazin-1-yl)methyl)-5-(trifluoromethyl)phenyl)benzo[d]isoxazol-3-amine